C(C(=C)C)(=O)OCCC[Si](O[Si](CCCOC(C(=C)C)=O)(O[Si](C)(C)C)O[Si](C)(C)C)(O[Si](C)(C)C)O[Si](C)(C)C 1,3-bis(methacryloxypropyl)tetra(trimethylsiloxy)disiloxane